C1(CCCC1)C1(NC(C=2N1C(C(=CC2)NC2=CC(=NC=N2)NC(=O)C2CC2)=O)=O)C N-[6-[(3-cyclopentyl-3-methyl-1,5-dioxo-2H-imidazo[1,5-a]pyridin-6-yl)amino]pyrimidin-4-yl]cyclopropanecarboxamide